O=S (oxy) sulfide